Tert-butyl (2R,3S)-2-(((tert-butyldimethylsilyl)oxy)methyl)-3-((4-methoxybenzyl)amino)pyrrolidine-1-carboxylate [Si](C)(C)(C(C)(C)C)OC[C@@H]1N(CC[C@@H]1NCC1=CC=C(C=C1)OC)C(=O)OC(C)(C)C